C(=O)(OCC1=CC=CC=C1)N[C@@H](CCCCN)C(=O)O N-carbobenzoxylysine